C(#N)C=1C=NN2C1C(=CC(=C2)C=2C=NN(C2)C)OC 3-cyano-4-methoxy-6-(1-methyl-1H-pyrazol-4-yl)pyrazolo[1,5-a]pyridine